C(CC)N(CCN(CCC)CCC)CCC tetrapropylethylene-diamine